6-fluoro-4-methylnicotinic acid FC1=NC=C(C(=O)O)C(=C1)C